C1(CC1)C1=CC(=NN1)NC1=NC(=NC=C1)NC1CCC2(CN(C2)C(=O)OC(C)(C)C)CC1 tert-Butyl 7-((4-((5-Cyclopropyl-1H-pyrazol-3-yl)amino)pyrimidin-2-yl)amino)-2-azaspiro[3.5]nonane-2-carboxylate